C(C)OC(=O)C1=CC=2NC(=C(C2S1)C)C1=NC(=CN=C1)C(NCC(C)(C)N)=O 5-(6-((2-amino-2-methylpropyl)carbamoyl)pyrazin-2-yl)-6-methyl-4H-thieno[3,2-b]pyrrole-2-carboxylic acid ethyl ester